((2R*,4R*)-4-(2-aminooxazolo[4,5-c]pyridin-7-yl)-4-hydroxytetrahydro-2H-pyran-2-yl)((S)-6,8-dichloro-1-methyl-3,4-dihydroisoquinolin-2(1H)-yl)methanone NC=1OC2=C(C=NC=C2[C@@]2(C[C@@H](OCC2)C(=O)N2[C@H](C3=C(C=C(C=C3CC2)Cl)Cl)C)O)N1 |o1:9,11|